BrC=1C(=NN2C1CCC1=CC(=CC=C21)F)C2CCN(CC2)C(=O)OC(C(F)(F)F)CO 1,1,1-trifluoro-3-hydroxypropan-2-yl 4-(3-bromo-7-fluoro-4,5-dihydropyrazolo[1,5-a]quinolin-2-yl)piperidine-1-carboxylate